N2-cyclopentyl-6-(p-tolyl)-N3-sec-butyl-pyridine-2,3-diamine C1(CCCC1)NC1=NC(=CC=C1NC(C)CC)C1=CC=C(C=C1)C